5-(4-((2-(1H-indol-3-yl)ethyl)amino)quinazolin-2-yl)nicotinonitrile N1C=C(C2=CC=CC=C12)CCNC1=NC(=NC2=CC=CC=C12)C=1C=NC=C(C#N)C1